C(C)(C)(C)OC(=O)N1CC(C1)C(NC1=C(C=C(C=C1)F)Cl)=O 3-[(2-chloro-4-fluoro-phenyl)carbamoyl]azetidine-1-carboxylic acid tert-butyl ester